N-(6-(4-fluorophenyl)-2-(3-hydroxy-3-methylbutyl)-2H-indazol-5-yl)-2-(pyridin-4-yl)thiazole-4-carboxamide FC1=CC=C(C=C1)C=1C(=CC2=CN(N=C2C1)CCC(C)(C)O)NC(=O)C=1N=C(SC1)C1=CC=NC=C1